tert-butyl 4-{4-[4-bromo-3-(pyridin-4-yl)pyrazol-1-yl]phenyl}piperazine-1-carboxylate BrC=1C(=NN(C1)C1=CC=C(C=C1)N1CCN(CC1)C(=O)OC(C)(C)C)C1=CC=NC=C1